C(C)OC(=O)N1C2CNCC1CC2 ethyl-3,8-diazabicyclo[3.2.1]octane-8-carboxylate